NC1=NC=C(C=2C1=NC(=C(N2)NC2CC(CCC2)O)CC)C=2C=NN(C2)C2CCN(CC2)C2CCN(CC2)CC 3-((5-Amino-3-ethyl-8-(1-(1'-ethyl-[1,4'-bipiperidin]-4-yl)-1H-pyrazole-4-yl)pyrido[3,4-b]pyrazin-2-yl)amino)cyclohexan-1-ol